tert-Butyl 3-(2-(((benzyloxy)carbonyl)amino)ethoxy)propanoate C(C1=CC=CC=C1)OC(=O)NCCOCCC(=O)OC(C)(C)C